CN(C)C1=NC=CC=C1 2-(N,N'-dimethylamino)pyridine